3-(trifluoromethyl)azetidine-3-ol FC(C1(CNC1)O)(F)F